1-((3R,4S)-4-((5-(1-(3,3-difluorocyclobutyl)-1H-benzo[d][1,2,3]triazol-6-yl)-6-fluoro-4-methoxypyrrolo[2,1-f][1,2,4]triazin-2-yl)amino)-3-fluoropiperidin-1-yl)-2-hydroxyethan-1-one FC1(CC(C1)N1N=NC2=C1C=C(C=C2)C=2C(=CN1N=C(N=C(C12)OC)N[C@@H]1[C@@H](CN(CC1)C(CO)=O)F)F)F